N-(2,6-dioxopiperidin-3-yl)-4-nitrobenzenesulfonamide O=C1NC(CCC1NS(=O)(=O)C1=CC=C(C=C1)[N+](=O)[O-])=O